tert-butyl (2r,4r)-2-(((S)-1-(((3-amino-1H-pyrazol-5-yl) methyl) amino)-1-oxopropan-2-yl) carbamoyl)-4-phenylpyrrolidine-1-carboxylate NC1=NNC(=C1)CNC([C@H](C)NC(=O)[C@@H]1N(C[C@H](C1)C1=CC=CC=C1)C(=O)OC(C)(C)C)=O